DITHIOLENE S1SC=CC1